OC1CCN(CC1)C(=O)C=1N(C=C2N(C(N(C(C21)=O)C)=O)CC(C)C)CC2=CC=CC1=CC=CC=C21 5-(4-hydroxypiperidine-1-carbonyl)-1-isobutyl-3-methyl-6-(naphthalen-1-ylmethyl)-1,6-dihydro-2H-pyrrolo[3,4-d]pyrimidine-2,4(3H)-dione